C1(CC1)NS(=O)(=O)N1C(OC=C1)=O N-cyclopropyl-2-oxo-oxazoline-3-sulfonamide